1-[3-(cyclohexylamino)propyl]-4-[5-(1-ethyl-3-methyl-1H-pyrazol-5-yl)-4H-1,2,4-triazol-3-yl]-1H-indazole-6-carboxamide C1(CCCCC1)NCCCN1N=CC2=C(C=C(C=C12)C(=O)N)C1=NN=C(N1)C1=CC(=NN1CC)C